C1(CCCCC1)SC1CCCCC1 dicyclohexylsulfur